(S)-(3-aminopiperidin-1-yl)(cyclopropyl)methanone Ethyl-3-[3-bromo-1-(4-chlorophenyl)-5-oxo-4,5-dihydro-1H-1,2,4-triazol-4-yl]propanoate C(C)OC(CCN1C(=NN(C1=O)C1=CC=C(C=C1)Cl)Br)=O.N[C@@H]1CN(CCC1)C(=O)C1CC1